Benzochromanone sulfate S(=O)(=O)(O)O.O1C(CCC2=CC=C3C(=C12)C=CC=C3)=O